CNC1CN(C1)C1=NC2=C(N1C(=O)NCCOC1=CC=CC=C1)C=CC=C2 (3-(Methylamino)azetidin-1-yl)-N-(2-phenoxyethyl)-1H-benzo[d]imidazole-1-carboxamide